ClC1=CC(=C(C=C1O)N1C(C(CC1=O)C)=O)F 1-(4-chloro-2-fluoro-5-hydroxyphenyl)-3-methylpyrrolidine-2,5-dione